COC=1C=C(C=CC1OC)C=1NC2=CC=C(C=C2C1CC(F)(F)F)C1CCN(CC1)CC(=O)NCCCCN1CCCC1 2-(4-(2-(3,4-dimethoxyphenyl)-3-(2,2,2-trifluoroethyl)-1H-indol-5-yl)piperidin-1-yl)-N-(4-(pyrrolidin-1-yl)butyl)acetamide